4-(((3R,4R)-3-(4-cyanophenyl)-1-methylpiperidin-4-yl)methyl)-5,7-dimethyl-1H-indole-1-carboxylic acid tert-butyl ester C(C)(C)(C)OC(=O)N1C=CC2=C(C(=CC(=C12)C)C)C[C@H]1[C@@H](CN(CC1)C)C1=CC=C(C=C1)C#N